2-cyclohexyl-N-(2-isopropylbenzyl)ethanamine hydrochloride Cl.C1(CCCCC1)CCNCC1=C(C=CC=C1)C(C)C